di(phenyl)[di(phenyl)triazinylphenyl]dibenzofuran C1(=CC=CC=C1)C=1C(=C(C2=C(OC3=C2C=CC=C3)C1)C1=C(C(=C(C=C1)C1=CC=CC=C1)C1=CC=CC=C1)C1=NN=NC=C1)C1=CC=CC=C1